FC1=C(C=C(C=C1)C(F)(F)F)N=C=S 2-fluoro-5-(trifluoromethyl)phenyl isothiocyanate